N#N DI-NITROGEN